ClC=1C(=NC(=NC1)NC1=CC=NN1C)C=1C=C(SC1)C(=O)NC1=CC=C(C=C1)OC(F)(F)F 4-(5-chloro-2-((1-methyl-1H-pyrazol-5-yl)amino)pyrimidin-4-yl)-N-(4-(trifluoromethoxy)phenyl)thiophene-2-carboxamide